(3-(3-chloro-2-fluorophenoxy)-6-methylpyridazin-4-yl)(methylthio)methylene-1-(2,4-dimethylbenzyl)hydrazine-1-carboxylate ClC=1C(=C(OC=2N=NC(=CC2OC(=O)N(N=CSC)CC2=C(C=C(C=C2)C)C)C)C=CC1)F